BrC1=CC(=C(C(=O)O)C=C1)OC1=CC=C(C=C1)NC(=O)OC(C)(C)C 4-bromo-2-(4-((tert-butoxycarbonyl)amino)phenoxy)benzoic acid